CIS-1-(cyclopropylmethyl)-8-(dimethylamino)-8-(3-fluorophenyl)-1,3-diazaspiro[4.5]decan-2-one C1(CC1)CN1C(NCC12CCC(CC2)(C2=CC(=CC=C2)F)N(C)C)=O